C1C(CC12CCC2)NCCNC(OC(C)(C)C)=O tert-butyl (2-(spiro[3.3]heptan-2-ylamino)ethyl)carbamate